2-methyl-2,6-heptdienyl p-toluenesulfonate CC1=CC=C(C=C1)S(=O)(=O)OCC(=CCCC=C)C